3-ketoamyl-coenzyme A O=C(CCSCCNC(CCNC([C@@H](C(COP(OP(OC[C@@H]1[C@H]([C@H]([C@@H](O1)N1C=NC=2C(N)=NC=NC12)O)OP(=O)(O)O)(=O)O)(=O)O)(C)C)O)=O)=O)CC